4-(3-fluorophenyl)-1-(5-(isopropylthio)-4-(4-(5-methyl-1,3,4-oxadiazol-2-yl)phenyl)thiazol-2-yl)-3-methyl-1H-pyrazole-5-carboxylic acid FC=1C=C(C=CC1)C=1C(=NN(C1C(=O)O)C=1SC(=C(N1)C1=CC=C(C=C1)C=1OC(=NN1)C)SC(C)C)C